4-(4-(4-(4-(2,6-dioxopiperidin-3-yl)benzyl)piperazin-1-yl)piperidin-1-yl)-N-(5-((R)-2-methoxy-2-phenylacetyl)-1,4,5,6-tetrahydropyrrolo[3,4-c]pyrazol-3-yl)benzamide O=C1NC(CCC1C1=CC=C(CN2CCN(CC2)C2CCN(CC2)C2=CC=C(C(=O)NC=3C4=C(NN3)CN(C4)C([C@@H](C4=CC=CC=C4)OC)=O)C=C2)C=C1)=O